2-Chloro-4,4,5,5-tetramethyl-1,3,2-dioxaphospholane ClP1OC(C(O1)(C)C)(C)C